C(#N)[C@]1(O[C@@H]([C@H]([C@H]1OC(=O)OC(C)C)OC(=O)OC(C)C)COC(=O)OC(C)C)C1=CC=C2C(=NC=NN21)NC(OC(C)(C)C)=O tert-butyl (7-((2R,3R,4R,5R)-2-cyano-3,4-bis((isopropoxycarbonyl)oxy)-5-(((isopropoxycarbonyl)oxy)methyl)tetrahydrofuran-2-yl)pyrrolo[2,1-f][1,2,4]triazin-4-yl)carbamate